3-(6-(3-hydroxypropyl)-7,7-dimethyl-5-oxo-6,7-dihydro-5H-pyrrolo[3,4-b]pyridin-2-yl)-1H-indole-7-carbonitrile OCCCN1C(C2=NC(=CC=C2C1=O)C1=CNC2=C(C=CC=C12)C#N)(C)C